5-{[(3R)-1-[(7-ethyl-6-oxo-5H-1,5-naphthyridin-3-yl)methyl]pyrrolidin-3-yl](methyl)amino}-N-methylpyridine-2-carboxamide C(C)C=1C(NC=2C=C(C=NC2C1)CN1C[C@@H](CC1)N(C=1C=CC(=NC1)C(=O)NC)C)=O